5-chloro-1-methyl-1H-pyrazolo[4,3-b]pyridine-3-carbonitrile ClC1=CC=C2C(=N1)C(=NN2C)C#N